methyl (S)-3-(2-(2-oxa-6-azaspiro[3.4]octan-6-yl)ethyl)-2-benzyl-7-methyl-3,7,8,9-tetrahydro-6H-imidazo[4,5-f]quinoline-6-carboxylate C1OCC12CN(CC2)CCN2C(=NC1=C3CC[C@@H](N(C3=CC=C12)C(=O)OC)C)CC1=CC=CC=C1